BrC1=C(C=CC(=N1)C=O)Cl 6-bromo-5-chloro-pyridine-2-carbaldehyde